N1C=NC(=C1)C(C)NC1=C(C=CC=C1)C1=NC(=CC=C1)OC N-(1-(1H-imidazol-4-yl)ethyl)-2-(6-methoxypyridin-2-yl)aniline